N=1C=C(N2C1C=CC=C2)N2C[C@@H](CC2)C=2C=C(C(=O)NC=1C=NC=C(C1)C(F)(F)F)C=CC2C (S)-3-(1-(imidazo[1,2-a]pyridin-3-yl)pyrrolidin-3-yl)-4-methyl-N-(5-(trifluoromethyl)pyridin-3-yl)benzamide